5-(3-(trans-4-(2-bromoethoxy)cyclohexyl)-4,4-dimethyl-5-oxo-2-thioxoimidazolidin-1-yl)-3-chloropyridinecarbonitrile BrCCO[C@@H]1CC[C@H](CC1)N1C(N(C(C1(C)C)=O)C=1C=C(C(=NC1)C#N)Cl)=S